N1(N=CN=C1)CC=1SC2=C(N(C=3C(N(N=CC32)CC3=NN(C=C3)COCC[Si](C)(C)C)=O)C)N1 2-((1H-1,2,4-triazol-1-yl)methyl)-4-methyl-6-((1-((2-(trimethylsilyl)ethoxy)methyl)-1H-pyrazol-3-yl)methyl)-4H-thiazolo[5',4':4,5]pyrrolo[2,3-d]pyridazin-5(6H)-one